Fmoc-Heptanoic acid C(=O)(OCC1C2=CC=CC=C2C2=CC=CC=C12)C(C(=O)O)CCCCC